C(C)N(CCCNC(=O)C1=CC2=C(N3C(S2)=NC(=C3)C3=NC=CC(=C3)C)C=C1)CC N-(3-(diethylamino)propyl)-2-(4-methylpyridin-2-yl)benzo[d]imidazo[2,1-b]thiazole-7-carboxamide